(benzo[d][1,3]dioxolan-5-yl)diphenyl-phosphonium benzenesulfonate C1(=CC=CC=C1)S(=O)(=O)[O-].O1COC2=C1C=CC(=C2)[PH+](C2=CC=CC=C2)C2=CC=CC=C2